O1C(=NC2=C1C=CC=C2)NC2=NC1=C(N2C)C=C(C(=C1)C(=O)O)F 2-(benzo[d]oxazol-2-ylamino)-6-fluoro-1-methyl-1H-benzo[d]imidazole-5-carboxylic acid